4-(2-(4-(5-Chloro-2-(4-chloro-1H-1,2,3-triazol-1-yl)phenyl)-2,5-dioxapiperazin-1-yl)-3-phenylpropionamido)-2-fluorobenzamide ClC=1C=CC(=C(C1)N1CON(CO1)C(C(=O)NC1=CC(=C(C(=O)N)C=C1)F)CC1=CC=CC=C1)N1N=NC(=C1)Cl